N,N-dimethyl-4-[4-[4-(4-methylpiperazin-1-yl)anilino]-1H-pyrrolo[3,2-c]pyridin-2-yl]benzamide CN(C(C1=CC=C(C=C1)C1=CC=2C(=NC=CC2N1)NC1=CC=C(C=C1)N1CCN(CC1)C)=O)C